8-[(3aR,6aS)-octahydropyrrolo[3,4-c]pyrrol-2-yl]-3-(2,4-dimethylbenzenesulfonyl)-4H,5H-[1,2,3]triazolo[1,5-a]quinazolin-5-one C1N(C[C@@H]2[C@H]1CNC2)C2=CC=C1C(NC=3N(C1=C2)N=NC3S(=O)(=O)C3=C(C=C(C=C3)C)C)=O